6-(5-cyano-6-methoxypyridin-3-yl)-4-((1-phenylethyl)amino)quinoline-3-carbonitrile C(#N)C=1C=C(C=NC1OC)C=1C=C2C(=C(C=NC2=CC1)C#N)NC(C)C1=CC=CC=C1